1-(9Z,12Z-heptadecadienoyl)-2-(9Z-octadecenoyl)-glycero-3-phosphoserine CCCCCCCC/C=C\CCCCCCCC(=O)O[C@H](COC(=O)CCCCCCC/C=C\C/C=C\CCCC)COP(=O)(O)OC[C@@H](C(=O)O)N